BrC=1C=C(C=C(C1)Cl)C1(COCC(N1C1=CC=C(C=C1)OC)=O)C 5-(3-bromo-5-chloro-phenyl)-4-(4-methoxyphenyl)-5-methyl-morpholin-3-one